CC1(C[C@H](N)C(=O)O)CC=CC=C1 1-methyl-L-phenylalanine